C(C=C)(=O)O.C(C=C)(=O)O.C(C(O)C)(=O)O lactic acid diacrylate